Cl.FC(C1CNCC1)F 3-(difluoromethyl)pyrrolidine hydrochloride